CC(=C)CCC(C)CCC 2-methyl-5-propyl-1-hexene